C(CN([C@@H](CCC(=O)O)C(=O)O)CC(=O)[O-])(=O)[O-].[Na+].[Na+].[Na+].[Na+].N([C@@H](CCC(=O)O)C(=O)O)(CC(=O)[O-])CC(=O)[O-] Tetrasodium L-glutamic acid diacetate